COC(=O)C=1C=CC2=C(N(C(=N2)CC2=CC=C(C=C2)OC2=NC(=CC=C2)COC2=C(C=C(C=C2)Cl)F)CC2=CN=CN2CC)C1 2-(4-((6-((4-chloro-2-fluorophenoxy)methyl)pyridin-2-yl)oxy)benzyl)-1-((1-ethyl-1H-imidazol-5-yl)methyl)-1H-benzo[d]imidazole-6-carboxylic acid methyl ester